(7-chloro-6-(4-(3-cyano-4-fluoro-tetrahydrofuran-3-yl)piperazin-1-yl)isoquinolin-3-yl)carbamic acid tert-butyl ester C(C)(C)(C)OC(NC=1N=CC2=CC(=C(C=C2C1)N1CCN(CC1)C1(COCC1F)C#N)Cl)=O